C(C=C)(=O)N1CCN(CC1)C1(CCOCC1)C1=CC=C(CNC=2N=CC3=C(N2)N(C(C=C3)=O)C(C)C)C=C1 2-({4-[4-(4-acryloylpiperazin-1-yl)tetrahydro-2H-pyran-4-yl]benzyl}amino)-8-(propan-2-yl)pyrido[2,3-d]pyrimidin-7(8H)-on